[4-(3-methoxyphenyl)piperidine-1-carbonyl]-6-methyl-N-(1-methylcyclopropyl)furo[2,3-d]pyrimidin-4-amine COC=1C=C(C=CC1)C1CCN(CC1)C(=O)C=1N=C(C2=C(N1)OC(=C2)C)NC2(CC2)C